FC=1C=C(CN2CC(C2)C(=O)N2C3=C(OCC2)C(=CN=C3)C3=CC=C(C#N)C=C3)C=CC1 4-(4-(1-(3-fluorobenzyl)azetidine-3-carbonyl)-3,4-dihydro-2H-pyrido[4,3-b][1,4]oxazin-8-yl)-benzonitrile